1-(anthraquinon-2-yl)ethyl imidazolecarboxylate N1C(=NC=C1)C(=O)OC(C)C1=CC=2C(C3=CC=CC=C3C(C2C=C1)=O)=O